FC1(CCN(CC1)C=1C(=C(C#N)C=C(C1)[N+](=O)[O-])C)F 3-(4,4-difluoropiperidin-1-yl)-2-methyl-5-nitrobenzonitrile